4-amino(3-methylbutyl)methyldimethoxysilane NCC(CC[Si](OC)(OC)C)C